Cl.NCC(=O)N glycyl-amine hydrochloride